ClC1=C(C(=CC=C1Cl)OC)C1CCC(CN1)C(=O)OCC ethyl 6-(2,3-dichloro-6-methoxyphenyl)piperidine-3-carboxylate